C1=CC=C(C=C1)COC(=O)N[C@@H](CCC(=O)O)C(=O)O Z-L-glutamic acid